CC1(CC(C1)NC=1N=CC2=C(N1)NC=C2C=2C=C1N=CC=NC1=CC2)NC(CC)=O N-((1r,3r)-1-methyl-3-((5-(quinoxalin-6-yl)-7H-pyrrolo[2,3-d]pyrimidin-2-yl)amino)cyclobutyl)propionamide